C(#N)C1CCN(CC1)C1=C(C=C2C[C@](COC2=C1)(C)O)N1CC=C2N1C=CC=N2 (S)-N-(7-(4-cyanopiperidin-1-yl)-3-hydroxy-3-methylchroman-6-yl)pyrazolo[1,5-a]pyrimidine